C(C=C)OCC allyloxy-ethan